O=C1NC(CCC1N1C(C2=CC=CC(=C2C1=O)NCCCOCCCNC(C)=O)=O)=O N-[3-(3-{[2-(2,6-dioxopiperidin-3-yl)-1,3-dioxo-2,3-dihydro-1H-isoindol-4-yl]amino}propoxy)propyl]acetamide